N-benzyl-N-(4-fluorophenyl)-3-hydroxy-4-(2-morpholinylbenzoylamino)benzamide methyl-2-methylaminobenzoate (dimethyl-anthranilate) CN(C=1C(C(=O)O)=CC=CC1)C.COC(C1=C(C=CC=C1)NC)=O.C(C1=CC=CC=C1)N(C(C1=CC(=C(C=C1)NC(C1=C(C=CC=C1)N1CCOCC1)=O)O)=O)C1=CC=C(C=C1)F